C(C)(C)(C)C1=NOC(=N1)C(=O)NCC1=C(C=C(C=C1)C1=C2C(=NC=C1)NC(=N2)C2=NN(C=C2NC(\C=C\CN2CCOCC2)=O)C)C(F)(F)F (E)-3-(tert-Butyl)-N-(4-(2-(1-methyl-4-(4-morpholinobut-2-enamido)-1H-pyrazol-3-yl)-3H-imidazo[4,5-b]pyridin-7-yl)-2-(trifluoromethyl)benzyl)-1,2,4-oxadiazole-5-carboxamide